2,2,2-trifluoroacetaldehyde compound with 1-(6-methoxypyridin-2-yl)piperazine TFA salt OC(=O)C(F)(F)F.COC1=CC=CC(=N1)N1CCNCC1.FC(C=O)(F)F